O[C@]1(CCN(CC12CCCC2)C(=O)N2[C@@H](CN(CC2)C(=O)OC(C)(C)C)C2=CC=CC=C2)CN2C(C=C(C=C2)C=2C=NN(C2)C)=O tert-butyl (R)-4-((S)-10-hydroxy-10-((4-(1-methyl-1H-pyrazol-4-yl)-2-oxopyridin-1(2H)-yl)methyl)-7-azaspiro[4.5]decane-7-carbonyl)-3-phenylpiperazine-1-carboxylate